ClC1=C(C=CC(=C1)F)C1=C(C2=C(CCC1)C(=C(C=C2)C(=O)O)F)C2=CC=C(C=C2)O[C@@H]2CN(CC2)CCCF 6-(2-chloro-4-fluoro-phenyl)-1-fluoro-5-[4-[(3S)-1-(3-fluoropropyl)pyrrolidin-3-yl]oxyphenyl]-8,9-dihydro-7H-benzo[7]annulene-2-carboxylic acid